NC1=C(C2=C(N(N=C2C(F)(F)F)CC(F)F)N1C1=C(C(=CC=C1C)OCC1=CC=CC=C1)C)C#N 5-amino-6-(3-(benzyloxy)-2,6-dimethylphenyl)-1-(2,2-difluoroethyl)-3-(trifluoromethyl)-1,6-dihydropyrrolo[2,3-c]pyrazole-4-carbonitrile